NC=1C=C(NC2=NC(=NC(=N2)NC2=CC(=CC=C2)N)N(C2=CC=CC3=CC=CC=C23)C2=CC=CC3=CC=CC=C23)C=CC1 2,4-bis(3-aminoanilino)-6-dinaphthylamino-1,3,5-triazine